N12CCO[C@H](C[C@H]1C(=O)OC)C2 methyl (5R,7S)-4-oxa-1-azabicyclo[3.2.1]octane-7-carboxylate